CC=1N=CNC1CCN 2-(4-methyl-1H-imidazol-5-yl)ethylamine